[35S]-guanosine [C@@H]1([C@H](O)[C@H](O)[C@@H](CO)O1)N1C=NC=2C(=O)NC(N)=NC12